(S)-5-aminomethyl-pyrrolidin-2-one NC[C@@H]1CCC(N1)=O